C(C1=CC=CC=C1)C1C2C3(N=CC1CC3CN2CC(C)C)C(=O)NCCC2=CC=CC3=CC=CC=C23 7-benzyl-1-isobutyl-N-(2-(naphthalen-1-yl)ethyl)-1,2,3,6,7,7a-hexahydro-3aH-3,6-methanopyrrolo[3,2-b]pyridine-3a-carboxamide